3,4-dichlorophenyl 2,4-di-O-acetyl-3-deoxy-3-[(3,4,5-trifluorophenyl)-1,3,4-oxadiazol-2-yl]-1-thio-D-galactopyranoside C(C)(=O)O[C@H]1C(SC2=CC(=C(C=C2)Cl)Cl)O[C@@H]([C@@H]([C@@H]1C=1OC(=NN1)C1=CC(=C(C(=C1)F)F)F)OC(C)=O)CO